r-butyl (3R,5'S)-6-bromo-5'-carbamoyl-2-oxo-1H-spiro[pyrazolo[1,5-a]imidazole-3,3'-pyrrolidine]-1'-carboxylate BrC1=NN2C(NC([C@@]23CN([C@@H](C3)C(N)=O)C(=O)OCCCC)=O)=C1